chloromethyltrimethoxysilane ClC[Si](OC)(OC)OC